COC(=O)C=1N(C2=CC(=CC(=C2C(C1)=O)F)C1=NC(=NC=C1F)Cl)C(C)C 7-(2-chloro-5-fluoropyrimidin-4-yl)-5-fluoro-1-isopropyl-4-oxo-1,4-dihydroquinoline-2-carboxylic acid methyl ester